N-[(1S)-2-hydroxy-1-{3-[3-(trifluoromethyl)phenyl]-1,2,4-oxadiazol-5-yl}ethyl]benzamide OC[C@@H](C1=NC(=NO1)C1=CC(=CC=C1)C(F)(F)F)NC(C1=CC=CC=C1)=O